C(C)OCCOCCO 2-(2-ethoxy-ethoxy)-ethanol